1-(6-amino-3-chloro-2-fluorophenyl)-2-chloroethane-1-one NC1=CC=C(C(=C1C(CCl)=O)F)Cl